3-isopropyl-6-methyl-7-oxabicyclo[4.1.0]Hept-2-ene C(C)(C)C1=CC2OC2(CC1)C